FC(C)(OC1=CC2=C(N=C3N2[C@H]2C4=C(C(N([C@@H]3C2)C([2H])([2H])[2H])=O)C=CC=C4C#C)C=C1)F (7R,14R)-11-(1,1-difluoroethoxy)-1-ethynyl-6-(methyl-d3)-6,7-dihydro-7,14-methanobenzo[f]benzo[4,5]imidazo[1,2-a][1,4]diazocin-5(14H)-one